(RS)-Morpholine-4-carboxylic acid (4-pyrrolidin-3-yl-phenyl)-amide hydrochloride Cl.N1C[C@H](CC1)C1=CC=C(C=C1)NC(=O)N1CCOCC1 |r|